1-((2-methyl-1H-imidazol-1-yl)methyl)-2-naphthol CC=1N(C=CN1)CC1=C(C=CC2=CC=CC=C12)O